(Z)-1-(3-([1,1'-biphenyl]-2-yl)-4-oxothiazolidin-2-ylidene)-3-(2-fluoro-4-(1-(4-(trifluoromethoxy)phenyl)-1H-1,2,4-triazol-3-yl)phenyl)urea C1(=C(C=CC=C1)N1/C(/SCC1=O)=N/C(=O)NC1=C(C=C(C=C1)C1=NN(C=N1)C1=CC=C(C=C1)OC(F)(F)F)F)C1=CC=CC=C1